OCCOCCOCCOCCO bis[2-(2-hydroxyethoxy) ethyl] ether